Triphenylphosphine Platinum(II) Oxalate C(C(=O)[O-])(=O)[O-].[Pt+2].C1(=CC=CC=C1)P(C1=CC=CC=C1)C1=CC=CC=C1